N1CCC(CC1)OC1=CC=C(C=C1)CO (4-(piperidin-4-yloxy)phenyl)methanol